N-(5-bromo-2,4-difluoro-phenyl)-2-(2-chloro-6-fluoro-phenyl)-2-hydroxy-acetamide BrC=1C(=CC(=C(C1)NC(C(O)C1=C(C=CC=C1F)Cl)=O)F)F